tert-butyl (S)-(1-(4-carbamoyl-3-fluorophenyl)-3-hydroxypropan-2-yl)carbamate C(N)(=O)C1=C(C=C(C=C1)C[C@@H](CO)NC(OC(C)(C)C)=O)F